CN1CCN(CC1)CC(C(=O)O)C=1C=NC=CC1 3-(4-methylpiperazin-1-yl)-2-(pyridin-3-yl)propanoic acid